ClS(=O)(=O)CC1C2CC(CC12)NC(OCC1=CC=CC=C1)=O Benzyl (6-((chlorosulfonyl)methyl)bicyclo[3.1.0]hexan-3-yl)carbamate